2,3-dihydro-5-methoxy-2-[(3-methylphenyl)methylene]-1H-indenone COC=1C=C2CC(C(C2=CC1)=O)=CC1=CC(=CC=C1)C